C(C)N1C(NC2=CC(=CC=C2C1=O)CN1CCN(CC1)C=1C=CC(=NC1C)C(=O)NC(F)(F)F)=O 5-(4-((3-ethyl-2,4-dioxo-1,2,3,4-tetrahydroquinazolin-7-yl)methyl)piperazin-1-yl)-6-methyl-N-(trifluoromethyl)picolinamide